Dibromotyrosine N[C@@H](CC1=CC(Br)=C(C(Br)=C1)O)C(=O)O